(1H-Benzoimidazol-2-yl)-[4-(5-hydroxypyridin-2-yl)-piperazin-1-yl]-methanone N1C(=NC2=C1C=CC=C2)C(=O)N2CCN(CC2)C2=NC=C(C=C2)O